dimethoxy(methyl)silicon methyl-carbamate CNC([O-])=O.CO[Si+](C)OC